C(C)(C)C1=C(N=NC(=C1)Cl)Cl 4-isopropyl-3,6-dichloropyridazine